C(\C=C\C\C=C\CC\C=C\CCCCCCCC)O (E,E,E)-9,2,5-octadecatrien-1-ol